3-(3-bromophenyl)-3,3-difluoro-N,N-dimethyl-propan-1-amine BrC=1C=C(C=CC1)C(CCN(C)C)(F)F